CC1=C(N=CN1)C(=O)NCC1CCC(CC1)S(=O)(=O)C 5-methyl-N-(((1r,4S)-4-(methylsulfonyl)cyclohexyl)methyl)-1H-imidazole-4-carboxamide